C(=O)=O.[NH4+] Ammonium Carbon Dioxide